C1(CC(C(CC1)C(C)C)OC(COC)=O)C Menthyl-(2-methoxy)acetate